tert-Butyl (2-(1-(3-amino-6-carbamimidoyl-1-(2-(phenylsulfonyl)ethyl)-1H-indole-2-carbonyl)piperidin-4-yl)ethyl)carbamate NC1=C(N(C2=CC(=CC=C12)C(N)=N)CCS(=O)(=O)C1=CC=CC=C1)C(=O)N1CCC(CC1)CCNC(OC(C)(C)C)=O